C1(=CC=CC=C1)NCCC[Si](OCC)(OCC)C N-Phenyl-3-aminopropyl-methyldiethoxysilan